C(C)OC1=C(C=C(C=C1)[C@@H](C)N[S@@](=O)C(C)(C)C)C=1C=NN(C1)C (S)-N-[(1R)-1-[4-ethoxy-3-(1-methylpyrazol-4-yl)phenyl]ethyl]-2-methyl-propane-2-sulfinamide